NC1=C(CN2C(N(C3=NC(=NC=C3C2)NC2=CC=C(C=C2)N2CCN(CC2)C)C)=O)C=CC=C1 3-(2-aminobenzyl)-1-methyl-7-((4-(4-methylpiperazin-1-yl)phenyl)amino)-3,4-dihydropyrimido[4,5-d]pyrimidin-2(1H)-one